(R)-tert-butyl 4-(2-methyl-6-((tetrahydrofuran-3-yl)carbamoyl)pyridin-3-yl)piperazine-1-carboxylate CC1=NC(=CC=C1N1CCN(CC1)C(=O)OC(C)(C)C)C(N[C@H]1COCC1)=O